2-chloro-N-methyl-N-(1,1,1-trifluoropropan-2-yl)pyrido[3,4-d]pyrimidin-4-amine ClC=1N=C(C2=C(N1)C=NC=C2)N(C(C(F)(F)F)C)C